N-(2-hydroxyethyl)eicosanamide OCCNC(CCCCCCCCCCCCCCCCCCC)=O